4-((6-oxo-5-phenethylpyridazin-1(6H)-yl)methyl)piperidine-1-carboxylic acid tert-butyl ester C(C)(C)(C)OC(=O)N1CCC(CC1)CN1N=CC=C(C1=O)CCC1=CC=CC=C1